N=1C=C(N2C1C=CC=C2)C(=O)N2CC1=C(C(C2)C)C(=CS1)C(=O)OCC ethyl 6-(imidazo[1,2-a]pyridine-3-carbonyl)-4-methyl-4,5,6,7-tetrahydrothieno[2,3-c]pyridine-3-carboxylate